N-((R)-((S)-7-(1-methyl-1H-pyrazol-4-yl)-2,3-dihydro-1H-pyrido[2,3-b][1,4]oxazin-3-yl)(phenyl)methyl)-2-(6-(trifluoromethyl)pyridin-3-yl)ethanamine CN1N=CC(=C1)C1=CC2=C(O[C@@H](CN2)[C@H](NCCC=2C=NC(=CC2)C(F)(F)F)C2=CC=CC=C2)N=C1